5-(4-(3-(1-(((1r,3r)-3-((5-(5H-pyrido[4,3-b]indol-7-yl)pyridin-2-yl)oxy)cyclobutyl)methyl)piperidin-4-yl)propyl)piperazin-1-yl)-2-(2,6-dioxopiperidin-3-yl)isoindoline-1,3-dione C1=NC=CC=2NC=3C=C(C=CC3C21)C=2C=CC(=NC2)OC2CC(C2)CN2CCC(CC2)CCCN2CCN(CC2)C=2C=C1C(N(C(C1=CC2)=O)C2C(NC(CC2)=O)=O)=O